C1(CC1)C1=NN(C(=C1C(C1=C(C(=C(C=C1)Cl)CN1CCOCC1)Cl)=O)OCC(=O)C1=CC=CC=C1)C 2-((3-cyclopropyl-4-(2,4-dichloro-3-(morpholinomethyl)benzoyl)-1-methyl-1H-pyrazol-5-yl)oxy)-1-phenylethanone